1-(5-Chloro-2-nitrophenyl)-4,4-dimethylpiperidine ClC=1C=CC(=C(C1)N1CCC(CC1)(C)C)[N+](=O)[O-]